1-(6-((4-(6-(1H-imidazol-2-yl)-2-methylpyridin-3-yl)piperazin-1-yl)methyl)-5-fluoropyrimidin-4-yl)-3-ethylurea N1C(=NC=C1)C1=CC=C(C(=N1)C)N1CCN(CC1)CC1=C(C(=NC=N1)NC(=O)NCC)F